BrC1=CC=CC=2N(C(N(C21)C2CC2)=O)C2C(N(C(CC2)=O)CC2=CC=C(C=C2)OC)=O 3-(4-bromo-3-cyclopropyl-2-oxo-benzoimidazol-1-yl)-1-[(4-methoxyphenyl)methyl]Piperidine-2,6-dione